BrC1=CC=C2CCN3[C@@](C2=C1)(OC(C3=O)=O)C |r| Rac-9-bromo-10b-methyl-5,6-dihydrooxazolo[2,3-a]isoquinoline-2,3-dione